ClC=1C=C(C([O-])=S)C=CC1Cl 3,4-dichlorobenzothioate